2-hydroxy-2-sulfinatoacetic acid sodium salt [Na+].OC(C(=O)O)S(=O)[O-]